5-(dimethylamino)-N-((6-(hydroxymethyl)imidazo[1,2-a]pyridin-2-yl)methyl)nicotinamide CN(C=1C=NC=C(C(=O)NCC=2N=C3N(C=C(C=C3)CO)C2)C1)C